OC1=NC(=NC=C1C1CCN(CC1)C(=O)OC(C)(C)C)N1[C@@H](C=2C=3C=C(N=NC3NC2CC1)C1=C(C=CC=C1)OCOC)C tert-butyl 4-[4-hydroxy-2-[(3R)-12-[2-(methoxymethoxy)phenyl]-3-methyl-4,8,10,11-tetrazatricyclo[7.4.0.02,7]trideca-1(9),2(7),10,12-tetraen-4-yl]pyrimidin-5-yl]piperidine-1-carboxylate